(S)-8-chloro-6-((isoquinolin-5-yl(1-(1-(trifluoromethyl)cyclopropyl)-1H-1,2,3-triazol-4-yl)methyl)amino)-4-(neopentylamino)quinoline-3-carbonitrile ClC=1C=C(C=C2C(=C(C=NC12)C#N)NCC(C)(C)C)N[C@H](C=1N=NN(C1)C1(CC1)C(F)(F)F)C1=C2C=CN=CC2=CC=C1